C(C)(=O)N[C@@H]1[C@H](CC(C(O)=O)(O)O[C@H]1[C@H](OC(C)=O)[C@H](O)CO)O N-acetyl-7-O-acetylneuraminic acid